C1(=CC=CC=C1)P(C1=CC=C(C=C1)C)C1=CC=CC=C1 diphenyl-(para-tolyl)phosphine